CCCCCCCCCCCCCCC[C@H]([C@H](C)NC(=O)CCCCCCCCCCCCCCC/C=C\CCCCCCCC)O N-(17Z-hexacosenoyl)-1-deoxysphinganine